FC=1C=CC(=NC1)N1C(N(C=2C=NC=3C=C(C(=CC3C21)C=2C=NN(C2)C)OC)C)=O 1-(5-Fluoropyridin-2-yl)-7-methoxy-3-methyl-8-(1-methyl-1H-pyrazol-4-yl)-1,3-dihydroimidazo[4,5-c]quinolin-2-one